FC(C1=CC=C(C=C1)NC(N)=O)(F)F 3-(4-trifluoromethyl-phenyl)-urea